S(N)(=O)(=O)CCCC(=O)OCC 2-Ethyl 4-sulfamoylbutanoate